CN(C1=CC=C(C=C1)C1=CC=C(C=C1)C(CC(=O)O)C#CC)C 3-(4'-(dimethylamino)-[1,1'-biphenyl]-4-yl)hex-4-ynoic acid